2-bromo-N-(1-(2,4-difluorobenzyl)-2-(trifluoromethyl)-1H-imidazol-4-yl)propanamide BrC(C(=O)NC=1N=C(N(C1)CC1=C(C=C(C=C1)F)F)C(F)(F)F)C